S(=O)(=O)(O)O.C(C1=CC=CC=C1)NC(C(C)N1C(C(CC1=O)N(C)C)=O)=O N-benzyl-2-(3-(dimethylamino)-2,5-dioxopyrrolidin-1-yl)propanamide sulfate